FC1=C(C=CC(=C1C)OC1=CC2=C(N(C=N2)C)C=C1)NC=1C2=C(N=CN1)C=NC(=C2)OC2CC1CCC(C2)N1C(=O)OC(C)(C)C tert-Butyl exo-3-((4-((2-fluoro-3-methyl-4-((1-methyl-1H-benzo[d]imidazol-5-yl)oxy)-phenyl)amino)pyrido[3,4-d]pyrimidin-6-yl)oxy)-8-azabicyclo[3.2.1]octane-8-carboxylate